(S)-8-((3-hydroxy-2-methoxypropyl)thio)-6-(trifluoromethyl)-7-(4-(trifluoromethyl)thiazol-2-yl)quinazoline-2,4(1H,3H)-dione OC[C@@H](CSC=1C(=C(C=C2C(NC(NC12)=O)=O)C(F)(F)F)C=1SC=C(N1)C(F)(F)F)OC